N1C=CC2=CC(=CC=C12)S(=O)(=O)N1C=C(C=C1)C(=O)NC1=CC(=CC(=C1)C)C 1-((1H-indol-5-yl)sulfonyl)-N-(3,5-dimethylphenyl)-1H-pyrrole-3-carboxamide